3-(1,3-dioxolan-2-yl)-4-((4-methoxybenzyl)oxy)-5-methylbenzoic acid O1C(OCC1)C=1C=C(C(=O)O)C=C(C1OCC1=CC=C(C=C1)OC)C